FC=1C=C(C=CC1)C1=CC(=C(S1)C(=O)N[C@@H]1CNC[C@H](C1)F)NC(=O)N 5-(3-fluorophenyl)-N-((3S,5S)-5-fluoropiperidin-3-yl)-3-ureidothiophene-2-carboxamide